bis-Bocdiethylenetriamine C(=O)(OC(C)(C)C)N(CCNCCN)C(=O)OC(C)(C)C